γ-(N-phenylamino)propylmethyldimethoxysilane C1(=CC=CC=C1)NCCC[Si](OC)(OC)C